N-(2-fluoro-5-(1-methyl-1H-pyrazol-4-yl)benzyl)-2-methylnicotinamide FC1=C(CNC(C2=C(N=CC=C2)C)=O)C=C(C=C1)C=1C=NN(C1)C